4-Chloro-5-methyl-3-(((1-methylpiperidin-4-yl)methyl)amino)thiophene-2-carboxylic acid lithium salt [Li+].ClC=1C(=C(SC1C)C(=O)[O-])NCC1CCN(CC1)C